4,5-dihydropyridazine N=1N=CCCC1